methyl-5-[(pyridin-2-yl)methoxy]-N-[4-(trifluoromethyl)pyrrolidin-3-yl]pyrazolo[1,5-a]pyridine-3-carboxamide CC1=NN2C(C=C(C=C2)OCC2=NC=CC=C2)=C1C(=O)NC1CNCC1C(F)(F)F